N-(2-fluoro-2-methylpropyl)-5-(3-(2-methoxyethyl)-2-methyl-3H-imidazo[4,5-b]pyridin-5-yl)pyrrolo[2,1-f][1,2,4]triazin-2-amine FC(CNC1=NN2C(C=N1)=C(C=C2)C2=CC=C1C(=N2)N(C(=N1)C)CCOC)(C)C